2-aminoethyltrimethoxysilane NCC[Si](OC)(OC)OC